S(=O)(=O)(O)C1=CC=C(C)C=C1.CC(C(C1=CC=CC=C1)=O)(O)C1=CC=CC=C1 α-methylbenzoin tosylate